2-phenylbenzo[d]oxazol-4-amine C1(=CC=CC=C1)C=1OC=2C(N1)=C(C=CC2)N